NC1=NC2=CC=CN=C2C2=C1C(OCC1N2CCCC1)=O 6-amino-9,9a,10,11,12,13-hexahydro-7H-pyrido[2',1':3,4][1,4]oxazepino[6,5-c][1,5]naphthyridin-7-one